C1(CC1)N1N=C(C2=C1C(N(N=C2C)CC(=O)NC(C)C2=CC1=C(OCCO1)C=C2)=O)C 2-(1-cyclopropyl-3,4-dimethyl-7-oxo-1,7-dihydro-6H-pyrazolo[3,4-d]pyridazin-6-yl)-N-(1-(2,3-dihydrobenzo[b][1,4]dioxin-6-yl)ethyl)acetamide